3-(3-chloro-2-methoxyanilino)-2-{3-[(5,5-dimethyl-1,4-dioxan-2-yl)methoxy]pyridin-4-yl}-1,5,6,7-tetrahydro-4H-pyrrolo[3,2-c]pyridin-4-one ClC=1C(=C(NC2=C(NC3=C2C(NCC3)=O)C3=C(C=NC=C3)OCC3OCC(OC3)(C)C)C=CC1)OC